6-(((2R,3R)-2-(benzyloxy)pentan-3-yl)oxy)-3-methyl-N-(5-(oxetan-3-yl)-1H-pyrazol-3-yl)pyrazin-2-amine C(C1=CC=CC=C1)O[C@H](C)[C@@H](CC)OC1=CN=C(C(=N1)NC1=NNC(=C1)C1COC1)C